ClC=1C=C(C=CC1)C1=CN=C(S1)C1=CC=C(CNCC(=O)O)C=C1 (4-(5-(3-chlorophenyl)thiazol-2-yl)benzyl)glycine